3-((S)-1-(((R)-tert-butylsulfinyl)imino)-6-cyano-1,3-dihydrospiro[indene-2,4'-piperidin]-1'-yl)-6-(2,3-dichlorophenyl)-5-methylpyrazine-2-carboxylic acid ethyl ester C(C)OC(=O)C1=NC(=C(N=C1N1CCC2(CC1)C(C1=CC(=CC=C1C2)C#N)=N[S@](=O)C(C)(C)C)C)C2=C(C(=CC=C2)Cl)Cl